C1(CC2C(CC1)O2)C(C)[Si](O[Si](C)(C)C(C)C2CC1C(CC2)O1)(C)C 1,3-bis(3,4-epoxycyclohexyl-2-ethyl)-1,1,3,3-tetramethyldisiloxane